5-amino-3-methoxypyridinecarbonitrile NC=1C=C(C(=NC1)C#N)OC